C(=O)(O)C1=CC=C(C=C1)C1=C(C=C(C=C1)N1C(N(C2=NC=CC=C21)[C@@H]2CN(CC2)CC=2N(C(=CN2)C(=O)O)C)=O)O (S)-2-((3-(1-(4'-Carboxy-2-hydroxy-[1,1'-biphenyl]-4-yl)-2-oxo-1,2-dihydro-3H-imidazo[4,5-b]pyridin-3-yl)pyrrolidin-1-yl)methyl)-1-methyl-1H-imidazole-5-carboxylic acid